2'-chloro-6-(hydroxymethyl)-5'-methoxy-(4,4'-bipyridine)-3-carboxylic acid ClC1=NC=C(C(=C1)C1=C(C=NC(=C1)CO)C(=O)O)OC